FC1=C(OCCCCCN2CCN(CC2)C=2C=C3CN(C(C3=CC2)=O)C2C(NC(CC2)=O)=O)C=CC(=C1)C1C(COC2=CC(=CC=C12)O)C1=CC=C(C=C1)F 3-(5-(4-(5-(2-fluoro-4-(3-(4-fluorophenyl)-7-hydroxychroman-4-yl)phenoxy)pentyl)piperazin-1-yl)-1-oxoisoindolin-2-yl)piperidine-2,6-dione